2,4-Dichloro-5-cyano-N-(oxan-4-yl)benzamide ClC1=C(C(=O)NC2CCOCC2)C=C(C(=C1)Cl)C#N